CN(C)CCCC1=NC(=NC(=N1)CCCN(C)C)CCCN(C)C tris(dimethylaminopropyl)-s-triazine